2-(2-(2-(2-Fluoroethoxy)ethoxy)ethyl)isoindoline-1,3-dione FCCOCCOCCN1C(C2=CC=CC=C2C1=O)=O